(6S)-6-methyl-4-(8-(6-methyl-5-(trifluoromethyl)-1H-indazol-4-yl)-2-((S)-1-((S)-1-methylpyrrolidin-2-yl)ethoxy)pyrido[4',3':4,5]thieno[2,3-d]pyrimidin-4-yl)-1,4-oxazepan-6-ol C[C@@]1(CN(CCOC1)C=1C2=C(N=C(N1)O[C@@H](C)[C@H]1N(CCC1)C)SC1=C2C=CN=C1C1=C2C=NNC2=CC(=C1C(F)(F)F)C)O